CC1=C(OC2=C(C=C(C=C2C1=O)C)[C@@H](C)NC=1C(=NC=CC1)C=1C=CC(NC1)=O)C=1C=NC=CC1 5-[3-[[(1R)-1-[3,6-Dimethyl-4-oxo-2-(3-pyridyl)chromen-8-yl]-ethyl]amino]-2-pyridyl]-1H-pyridin-2-one